ClC=1C=CC2=C(N(C3=C(CC2)C=CC=C3)CCCCN(C/C=C/C(=O)OCC)C(C)C)C1 Ethyl (E)-4-{[4-(3-chloro-10,11-dihydro-dibenzo[b,f]azepin-5-yl)butyl]-isopropyl-amino}but-2-enoat